3-hydroxy-8-fluoro-6H-benzo[c]chromene OC1=CC=C2C3=C(COC2=C1)C=C(C=C3)F